N=1N2C(=C(C1)NC1=NC=C(C(=N1)NC1=C3CCN(C(C3=CC=C1)=O)C)C(F)(F)F)CCC2 5-((2-((5,6-dihydro-4H-pyrrolo[1,2-b]pyrazol-3-yl)amino)-5-(trifluoromethyl)pyrimidin-4-yl)amino)-2-methyl-3,4-dihydroisoquinolin-1(2H)-one